C(C)(=O)O.CSC(N)=N S-methyl-isothiourea acetate